1-(Hydroxymethyl)cyclopropanecarbonitrile OCC1(CC1)C#N